4-cyanophenyl (3'R)-5',5'-difluoro-4-methyl-2-oxo[1,3'-bipiperidine]-1'-carboxylate FC1(C[C@H](CN(C1)C(=O)OC1=CC=C(C=C1)C#N)N1C(CC(CC1)C)=O)F